F[C@@H]1CN(CC[C@@H]1N1N=NC(=C1C)C=1C=C(C=2N(C1)N=CC2F)OC[C@@H](O)C2=NC=C(C=C2)F)C#N (3R,4S)-3-Fluoro-4-[4-[3-fluoro-4-[(2S)-2-(5-fluoro-2-pyridyl)-2-hydroxy-ethoxy]pyrazolo[1,5-a]pyridin-6-yl]-5-methyl-triazol-1-yl]piperidine-1-carbonitrile